O=C1NC(CCC1N1C(C2=CC=CC(=C2C1=O)N1CC(CC1)N1CCN(CC1)NC(OC(C)(C)C)=O)=O)=O tert-butyl (4-(1-(2-(2,6-dioxopiperidin-3-yl)-1,3-dioxoisoindolin-4-yl)pyrrolidin-3-yl)piperazin-1-yl)carbamate